BrCCN1C2=CC=CC=C2SC=2C=CC=CC12 10-(2-Bromoethyl)-10H-phenothiazine